N-[(6SR,7SR)-7-[([1,1'-biphenyl]-3-yl)methyl]-2-(1-hydroxyethyl)-4,5,6,7-tetrahydropyrazolo[1,5-a]pyridin-6-yl]methanesulfonamide C1(=CC(=CC=C1)C[C@H]1[C@H](CCC=2N1N=C(C2)C(C)O)NS(=O)(=O)C)C2=CC=CC=C2 |r|